(2-[acetyl-(3-(trifluoromethyl)phenyl)amino]-3-methylbutyrylamino)acetic acid C(C)(=O)N(C(C(=O)NCC(=O)O)C(C)C)C1=CC(=CC=C1)C(F)(F)F